(R)-7-hydroxy-6-methoxy-4-methyl-3-(2-(3-methylmorpholino)-2-oxoethyl)-2-oxo-2H-chromen-8-carbaldehyde OC1=C(C=C2C(=C(C(OC2=C1C=O)=O)CC(=O)N1[C@@H](COCC1)C)C)OC